FC=1C=C2N(CCN(C2=CC1)C(CCN1CCOCC1)=O)C1=CC=CC=C1 1-(6-fluoro-4-phenyl-3,4-dihydroquinoxaline-1(2H)-yl)-3-morpholinopropan-1-one